C(C)(C)(C)C1=C(C=CC(=C1)C(C)(C)C)C1=CC(=NC=C1)N1C2=CC=CC=C2C=2C=CC(=CC12)O 9-(4-(2,4-di-tert-butylphenyl)pyridin-2-yl)-9H-carbazol-2-ol